But-2-ene-1,4-dioic acid C(C=CC(=O)O)(=O)O